2-(3,5-diphenyl-imidazoline-1-yl)benzo[d]thiazole C1(=CC=CC=C1)N1CN(C(C1)C1=CC=CC=C1)C=1SC2=C(N1)C=CC=C2